(S)-4-(4-acryloyl-2-methylpiperazin-1-yl)-6,7-dichloro-1-(2-isopropyl-4-methylpyridin-3-yl)pyrido[2,3-d]pyrimidin C(C=C)(=O)N1C[C@@H](N(CC1)C=1C2=C(N(CN1)C=1C(=NC=CC1C)C(C)C)N=C(C(=C2)Cl)Cl)C